2-(3,4-dimethoxyphenyl)-5,6,7,8-tetramethoxychromen-4-one COC=1C=C(C=CC1OC)C=1OC2=C(C(=C(C(=C2C(C1)=O)OC)OC)OC)OC